CN([C@@H]1CN(CC1)C=1C=CC=2N(C(C=C(N2)C=2C=C(C=3N(C2)C=C(N3)C)C)=O)C1)C 7-[(3S)-3-(dimethylamino)pyrrolidin-1-yl]-2-(2,8-dimethylimidazo[1,2-a]pyridin-6-yl)-4H-pyrido[1,2-a]pyrimidin-4-one